C(C)(=O)NC1=CC=C(C=C1)NC(=O)C1=CNC2=C(C=CC=C2C1=O)Cl N-[4-(acetylamino)phenyl]-8-chloro-4-oxo-1H-quinoline-3-carboxamide